C(#N)C1=CC(=C(COC2=C(C=CC(=N2)C2=CC(=C(CC3=NC=4C(=NC(=CC4)C(=O)O)N3[C@@H]3COCC3(C)C)C=C2F)F)F)C=C1)F (S)-2-(4-(6-((4-cyano-2-fluorobenzyl)oxy)-5-fluoropyridin-2-yl)-2,5-difluorobenzyl)-3-(4,4-dimethyltetrahydrofuran-3-yl)-3H-imidazo[4,5-b]pyridine-5-carboxylic acid